6-((6-(methoxy-d3)pyridin-3-yl)methyl)-3-(5-(4,4,5,5-tetramethyl-1,3,2-Dioxaborolane-2-yl)pyridin-2-yl)-3,6-diazabicyclo[3.1.1]heptane C(OC1=CC=C(C=N1)CN1C2CN(CC1C2)C2=NC=C(C=C2)B2OC(C(O2)(C)C)(C)C)([2H])([2H])[2H]